C(C)(C)(C)C1=CC=CC=2C3=CC=CC(=C3NC12)C(C)(C)C 1,8-di-tert-butyl-carbazole